2-(3-((6-(((S)-1-(4-(tert-butyl)phenyl)ethyl)carbamoyl)-1,2-dimethyl-1H-indol-3-yl)methyl)phenoxy)propanoic acid C(C)(C)(C)C1=CC=C(C=C1)[C@H](C)NC(=O)C1=CC=C2C(=C(N(C2=C1)C)C)CC=1C=C(OC(C(=O)O)C)C=CC1